Ethyl 2-(2,6-dimethyl-4-((5-oxo-4-(4-(trifluoromethoxy) phenyl)-4,5-dihydro-1H-1,2,4-triazol-1-yl) methyl) phenoxy)-2-methylpropionate CC1=C(OC(C(=O)OCC)(C)C)C(=CC(=C1)CN1N=CN(C1=O)C1=CC=C(C=C1)OC(F)(F)F)C